ethyl 7-(((3-hydroxyoxetan-3-yl)methoxy)methyl)imidazo[1,2-a]pyridine-3-carboxylate OC1(COC1)COCC1=CC=2N(C=C1)C(=CN2)C(=O)OCC